NC1=NC(=C(C2=C1CN(C2)C(C[C@H]2[C@@H](C2)C=2C=NC(=CC2)F)=O)C)C (4-amino-6,7-dimethyl-1,3-dihydro-2H-pyrrolo[3,4-c]pyridin-2-yl)-2-[trans-2-(6-fluoropyridin-3-yl)cyclopropyl]ethanone